tert-butyl N-tert-butoxycarbonyl-N-((trans-3-(4-(3-(cyclopropoxy)-2-pyridyl)-3-cyclopropyl-pyrazol-1-yl)cyclobutyl)methyl)carbamate C(C)(C)(C)OC(=O)N(C(OC(C)(C)C)=O)C[C@@H]1C[C@H](C1)N1N=C(C(=C1)C1=NC=CC=C1OC1CC1)C1CC1